O[C@@H]1CN(C[C@H]1O)C1=CC=C2C(C(=CN(C2=N1)C1=C(C=C(C=C1F)F)F)C(=O)NC(C(F)(F)F)(C)C)=O 7-[(3R,4R)-3,4-dihydroxypyrrolidin-1-yl]-4-oxo-N-(1,1,1-trifluoro-2-methylpropan-2-yl)-1-(2,4,6-trifluorophenyl)-1,4-dihydro-1,8-naphthyridine-3-carboxamide